phenylruthenium (II) dichloride C1(=CC=CC=C1)[Ru-](Cl)Cl